2-((R)-3-(1-(7-(((R)-1-(2,4-dichlorophenyl)ethyl)amino)-[1,2,5]oxadiazolo[3,4-b]pyridin-5-yl)azetidin-3-yl)piperidin-1-yl)ethan-1-ol ClC1=C(C=CC(=C1)Cl)[C@@H](C)NC=1C=2C(N=C(C1)N1CC(C1)[C@@H]1CN(CCC1)CCO)=NON2